FC1=NC=CC=C1[C@H](C)OC=1C(=CC=2N=CN=C(C2N1)C=1C(=NN(C1)C)C1=CC=CC=C1)OC (S)-6-(1-(2-fluoropyridin-3-yl)ethoxy)-7-methoxy-4-(1-methyl-3-phenyl-1H-pyrazol-4-yl)pyrido[3,2-d]pyrimidine